tert-butyl (S)-2-((((9H-fluoren-9-yl)methoxy)carbonyl)amino)-3-(4-fluoro-3-(trifluoromethyl)phenyl)propanoate C1=CC=CC=2C3=CC=CC=C3C(C12)COC(=O)N[C@H](C(=O)OC(C)(C)C)CC1=CC(=C(C=C1)F)C(F)(F)F